tert-butyl ((4-(4-(trifluoromethyl)phenyl)-4,5,6,7-tetrahydropyrazolo[1,5-a]pyrimidin-6-yl)methyl)carbamate FC(C1=CC=C(C=C1)N1C=2N(CC(C1)CNC(OC(C)(C)C)=O)N=CC2)(F)F